(P)-3-chloro-4-((3,5-difluoropyridin-2-yl)methoxy-d2)-N-methoxy-N,5',6-trimethyl-2-oxo-2H-[1,4'-bipyridine]-2'-carboxamide ClC=1C(N(C(=CC1OC([2H])([2H])C1=NC=C(C=C1F)F)C)C1=CC(=NC=C1C)C(=O)N(C)OC)=O